C(#N)C[C@@H]1N(CCN(C1)C=1C2=C(N=C(N1)OC[C@H]1N(CCC1)C)CNCC2)C(=O)OCC2=CC=CC=C2 benzyl (2S)-2-(cyanomethyl)-4-(2-[[(2S)-1-methylpyrrolidin-2-yl]methoxy]-5,6,7,8-tetrahydropyrido[3,4-d]pyrimidin-4-yl)piperazine-1-carboxylate